1-(4-{[(1S)-5-[2-(2-aminopyridin-3-yl)-5-(pyrazol-1-yl)imidazo[4,5-b]pyridin-3-yl]-2,3-dihydro-1H-inden-1-yl]amino}piperidin-1-yl)-2-chloro-2-fluoroethanone NC1=NC=CC=C1C1=NC=2C(=NC(=CC2)N2N=CC=C2)N1C=1C=C2CC[C@@H](C2=CC1)NC1CCN(CC1)C(C(F)Cl)=O